OC[C@@H]1OCC(NC1)=O (6R)-6-(Hydroxymethyl)morpholin-3-one